(2R,5S)-5-methylpiperidin C[C@H]1CCCNC1